benzyl (2-(2-(((1R,5S,6s)-3-azabicyclo[3.1.0]hexan-6-yl)oxy)-6-(4-cyclopropyl-1H-pyrazol-1-yl)pyridin-4-yl)propan-2-yl)carbamate [C@@H]12CNC[C@H]2C1OC1=NC(=CC(=C1)C(C)(C)NC(OCC1=CC=CC=C1)=O)N1N=CC(=C1)C1CC1